C(C)(C)(C)OC(=O)[C@@]1(CNCCOC1)N (S)-6-amino-1,4-oxaazepane-6-carboxylic acid tert-butyl ester